4,5-dibromo-2,3-dihydropyridazin-3-one BrC=1C(NN=CC1Br)=O